C(C)OC(CBr)=O.C(C)OC(CN1C2CC(CC1CC2)C(=O)OCC)=O ethyl 8-(2-ethoxy-2-oxoethyl)-8-azabicyclo[3.2.1]-octane-3-carboxylate Ethyl-2-bromoacetate